BrC=1C=C(NC2(CCC3([C@@H](CC4=CC=CC=C34)C3=CC=C(C=C3)OC)CC2)C(=O)O)C=CC1 (1r,2'S,4S)-4-(3-bromoanilino)-2'-(4-methoxyphenyl)-2',3'-dihydrospiro[cyclohexane-1,1'-indene]-4-carboxylic acid